N-{2-[(3-Benzyloxyphenyl)(3-methoxyphenyl)amino]ethyl}acetamide C(C1=CC=CC=C1)OC=1C=C(C=CC1)N(CCNC(C)=O)C1=CC(=CC=C1)OC